C(C)O[Si](C(CCNCCCC)CC)(OCC)OCC N-[3-(triethoxysilyl)pentyl]butylamine